3-methyl-2-oxo-2,3,9,10-tetrahydro-1H-pyrido[3',4':4,5]pyrrolo[1,2,3-de]quinoxaline-8(7H)carboxylate CN1C(CN2C=3C(=CC=CC13)C1=C2CCN(C1)C(=O)[O-])=O